FC=1C=CC2=C(N=C(O2)SC)C1 5-fluoro-2-(methylthio)-1,3-benzoxazole